5-chloro-4-((4-methoxyphenylamino)methyl)-1-(6-methylpyridin-2-yl)-1H-pyrazole-3-carboxylic acid ethyl ester C(C)OC(=O)C1=NN(C(=C1CNC1=CC=C(C=C1)OC)Cl)C1=NC(=CC=C1)C